FC1=C(C=CC(=C1)C(F)(F)F)CN[C@H]1C(N(CC1)C)=O (3R)-3-[[2-fluoro-4-(trifluoromethyl)phenyl]methylamino]-1-methyl-pyrrolidin-2-one